BrC=1C=NC=C(C1C)C1=CC=C(C=C1)F 3-bromo-5-(4-fluorophenyl)-4-methylpyridine